BrC1=C(C=CC=C1)C#CC(C(=O)OCC)OC(C1=C(C=CC=C1)I)=O.C(C)(C)(C)C=1C=C(C=C(C1O)C(C)(C)C)CCC(=O)NNC(CCC1=CC(=C(C(=C1)C(C)(C)C)O)C(C)(C)C)=O N,N'-bis[3-(3,5-di-tert-butyl-4-hydroxyphenyl)propionyl]hydrazine 4-(2-bromophenyl)-1-ethoxy-1-oxobut-3-yn-2-yl-2-iodobenzoate